benzyl N-[(1R)-1-(hydroxymethyl)-2-tetrahydropyran-2-yl-ethyl]carbamate OC[C@@H](CC1OCCCC1)NC(OCC1=CC=CC=C1)=O